N-((S)-1-(2-((S)-2-cyanopyrrolidin-1-yl)-2-oxoethyl)pyrrolidin-3-yl)quinoline-8-carboxamide C(#N)[C@H]1N(CCC1)C(CN1C[C@H](CC1)NC(=O)C=1C=CC=C2C=CC=NC12)=O